FC1=C(C(=O)NC2CCC(CC2)N2CCNCC2)C=C(C=C1)OC 2-fluoro-5-methoxy-N-((1r,4r)-4-(piperazin-1-yl)cyclohexyl)benzamide